C1(=CC=CC=C1)S(=O)(=O)OCC(=O)O benzenesulfonyloxyacetic acid